FC(C(=O)O)(F)F.ClC=1C=CC(=C(C1)C=1C=C2C(=NNC2=CC1)NC(=O)C1CNCCC1)C(F)(F)F N-{5-[5-chloro-2-(trifluoromethyl)phenyl]-1H-indazol-3-yl}piperidine-3-carboxamide trifluoroacetate